CSCCC=O 3-methylthio(propanal)